benzo[e]pyrimido-[5,4-b][1,4]diazepin-6(11H)-one N1=CN=CC=2NC(C3=C(NC21)C=CC=C3)=O